CN(CCCC(CCN)N(C)C)C 3-dimethylaminopropyl-N,N-dimethylpropane-1,3-diamine